butyl-(phenylsulfonyl)amine C(CCC)NS(=O)(=O)C1=CC=CC=C1